OC(C)(P([O-])(=O)[O-])P([O-])(=O)[O-] 1-Hydroxy-ethan-1,1-diphosphonat